C1(CC1)C=1N=CN(C1)C=1C2=C(SC1C(=O)O)C=CC=C2 (4-cyclopropyl-1H-imidazol-1-yl)benzo[b]thiophene-2-carboxylic acid